C1(=CC=CC=C1)C1=NC2=CC=CC=C2C(=C1)C Phenyl-4-methylquinoline